1-methoxy-1,2-propadiene COC=C=C